ClC=1C=C2CO[C@]3(O[C@@H]([C@H]([C@@H]([C@H]3O)O)O)C)C2=CC1CC=1SC(=C(C1)C)C (1S,3'R,4'S,5'S,6'R)-5-chloro-6-((4,5-dimethylthiophene-2-yl)methyl)-6'-methyl-3',4',5',6'-tetrahydro-3H-spiro[isobenzofuran-1,2'-pyran]-3',4',5'-triol